(R)-(1-(2,2-difluoro-2-(2-fluoro-5-((4-fluoro-3-methylphenyl)carbamoyl)phenyl)acetyl)pyrrolidin-2-yl)boronic acid FC(C(=O)N1[C@@H](CCC1)B(O)O)(C1=C(C=CC(=C1)C(NC1=CC(=C(C=C1)F)C)=O)F)F